[Bi](OC(=O)C1=C(C=C(C=C1C(F)(F)F)C(F)(F)F)C(F)(F)F)(OC(=O)C1=C(C=C(C=C1C(F)(F)F)C(F)(F)F)C(F)(F)F)OC(=O)C1=C(C=C(C=C1C(F)(F)F)C(F)(F)F)C(F)(F)F (bismuthanetriyltris(oxy))tris((2,4,6-tris(trifluoromethyl)phenyl)methanone)